O1C(=CC=C1)C=1OC(=CC(C1)=O)N1CCOCC1 2-(furan-2-yl)-6-morpholino-4H-pyran-4-one